O(C)[Si](CCCNCCN)(OC)OC N-(3-(trimethoxylsilyl)propyl)ethylenediamine